6-(3-((S)-cyclobutyl(4-methyl-4H-1,2,4-triazol-3-yl)methyl)phenyl)-4-cyclopropyl-2-(((S)-3-methylpiperidin-1-yl)methyl)-1,6-dihydro-7H-pyrrolo[2,3-c]pyridin-7-one C1(CCC1)[C@@H](C=1C=C(C=CC1)N1C(C2=C(C(=C1)C1CC1)C=C(N2)CN2C[C@H](CCC2)C)=O)C2=NN=CN2C